NC=1C(=C2C=NN(C2=CC1)C(=O)OC(C)(C)C)F tert-Butyl 5-amino-4-fluoro-1H-indazole-1-carboxylate